7-Fluoro-1-[2-(6-imidazo[1,2-a]pyridin-6-yl-pyrimidin-4-ylamino)-ethyl]-4-methoxy-1H-indol-2-carbonitril FC=1C=CC(=C2C=C(N(C12)CCNC1=NC=NC(=C1)C=1C=CC=2N(C1)C=CN2)C#N)OC